CC1=C(C=C(C=C1)[N+](=O)[O-])CC(=O)NCCC1=NC=CC=C1 2-(2-methyl-5-nitrophenyl)-N-(2-(pyridin-2-yl)ethyl)acetamide